4-(2-aminopropan-2-yl)-6-chloro-2,7-naphthyridin-1(2H)-one NC(C)(C)C1=CNC(C2=CN=C(C=C12)Cl)=O